tert-butyl (3-((6-bromo-1-oxophthalazin-2(1H)-yl)methyl)phenyl)carbamate BrC=1C=C2C=NN(C(C2=CC1)=O)CC=1C=C(C=CC1)NC(OC(C)(C)C)=O